C(C=CC1=CC=CC=C1)N1CCN(CC1)CCCCOC1=C(C=CC=C1)\C=C\C1=CC(=CC(=C1)OC)OC cinnamyl-4-(4-((E)-3,5-dimethoxystyrylphenoxy)butyl)piperazine